(R)-3-(3-((2'-fluoro-5'-methoxy-2-(prop-2-yn-1-yloxy)-[1,1'-biphenyl]-4-yl)methoxy)phenyl)pentanoic acid FC1=C(C=C(C=C1)OC)C1=C(C=C(C=C1)COC=1C=C(C=CC1)[C@@H](CC(=O)O)CC)OCC#C